ClC1=C(C(=O)NC(C(=O)O)CCN(CCCCC2=NC=3NCCCC3C=C2)CCF)C=CC=C1F 2-[(2-chloro-3-fluoro-benzoyl)amino]-4-[2-fluoroethyl-[4-(5,6,7,8-tetrahydro-1,8-naphthyridin-2-yl)butyl]amino]butanoic acid